CN(C1=CC=C(C=C1)/C=C/C(=O)N[C@H](C(=O)NC1=CC=C(C=C1)C(NO)=O)CC1=CC=C(C=C1)OC)C (2S)-2-[[(E)-3-(4-dimethylaminophenyl)prop-2-enoyl]amino]-N-[4-(hydroxycarbamoyl)phenyl]-3-(4-methoxyphenyl)propanamide